(R)-5-(((4-(3-chloro-4-(2-chloro-3-((3-fluoro-4-((((S)-2-hydroxypropyl)amino)methyl)pyridin-2-yl)amino)phenyl)pyridin-2-yl)-2-(difluoromethoxy)benzyl)amino)methyl)pyrrolidin-2-one ClC=1C(=NC=CC1C1=C(C(=CC=C1)NC1=NC=CC(=C1F)CNC[C@H](C)O)Cl)C1=CC(=C(CNC[C@H]2CCC(N2)=O)C=C1)OC(F)F